1-amino-N-(2-dimethylaminoethyl)cyclohexylformamide dihydrochloride Cl.Cl.NC1(CCCCC1)N(C=O)CCN(C)C